2-[3-(8-methoxy-1-oxo-3,4-dihydro-2H-isoquinolin-6-yl)imidazo[1,2-a]pyridin-7-yl]-2-methyl-propanenitrile COC=1C=C(C=C2CCNC(C12)=O)C1=CN=C2N1C=CC(=C2)C(C#N)(C)C